methyl (1S,3R)-1-(2,6-difluoro-4-((1-(3-fluoropropyl)pyrrolidin-3-ylidene)methyl)phenyl)-3-methyl-2-(2,2,2-trifluoroethyl)-1,2,3,4-tetrahydroisoquinoline-6-carboxylate FC1=C(C(=CC(=C1)C=C1CN(CC1)CCCF)F)[C@H]1N([C@@H](CC2=CC(=CC=C12)C(=O)OC)C)CC(F)(F)F